(3S)-N-[4-(3-cyanophenyl)-5-(2,6-dimethyl-4-pyridyl)thiazol-2-yl]-3-methylsulfonyl-pyrrolidine-1-carboxamide C(#N)C=1C=C(C=CC1)C=1N=C(SC1C1=CC(=NC(=C1)C)C)NC(=O)N1C[C@H](CC1)S(=O)(=O)C